1-(6-(hex-5-yn-1-ylamino)-6-oxohexyl)-3,3-dimethyl-3H-indol-1-ium-5-sulfonate C(CCCC#C)NC(CCCCC[N+]1=CC(C2=CC(=CC=C12)S(=O)(=O)[O-])(C)C)=O